C(C)(C)(C)C=1N(C=CN1)CC1=CC=C(C=C1)C1=C(SC(=C1)C(C)C)S(=O)(=O)NC(OC)=O Methyl ((3-(4-((2-(tert-butyl)-1H-imidazol-1-yl)methyl)phenyl)-5-isopropylthiophen-2-yl)sulfonyl)carbamate